2-(2-(2,6-diphenylpyrimidin-4-yl)-3,4,5,6-tetrakis(3-methyl-9H-carbazol-9-yl)phenyl)benzo[d]thiazole C1(=CC=CC=C1)C1=NC(=CC(=N1)C1=C(C(=C(C(=C1N1C2=CC=CC=C2C=2C=C(C=CC12)C)N1C2=CC=CC=C2C=2C=C(C=CC12)C)N1C2=CC=CC=C2C=2C=C(C=CC12)C)N1C2=CC=CC=C2C=2C=C(C=CC12)C)C=1SC2=C(N1)C=CC=C2)C2=CC=CC=C2